(5-L-glutamyl)-L-glutamate C(CC(=O)N[C@@H](CCC(=O)O)C(=O)O)[C@@H](C(=O)O)N